triiodo-benzoyl-hydrazine IN(N(C(C1=CC=CC=C1)=O)I)I